(2E)-3-(4-bromophenylsulphonyl)prop-2-en-1-amine hydrochloride Cl.BrC1=CC=C(C=C1)S(=O)(=O)/C=C/CN